4'-((2-butyl-4-oxo-1,3-diazaspiro[4.4]non-1-en-3-yl)methyl)-N-(4,5-dimethylisoxazol-3-yl)-2'-(hydroxymethyl)-N-(methoxymethyl)-[1,1'-biphenyl]-2-sulfonamide C(CCC)C1=NC2(C(N1CC1=CC(=C(C=C1)C=1C(=CC=CC1)S(=O)(=O)N(COC)C1=NOC(=C1C)C)CO)=O)CCCC2